C(#N)C=1C=NN(C1)C1=C(C=C(C=C1)NC(CC1=C(C=C(C=C1)Cl)Cl)=O)S(N)(=O)=O N-[4-(4-cyano-1H-pyrazol-1-yl)-3-sulfamoylphenyl]-2-(2,4-dichlorophenyl)acetamide